[Dy].[Bi] Bismuth-dysprosium